FC=1C=C2C(=NC1)NC=C2C2=NC(=CC(=N2)NC2C(C1CCC2CC1)C(=O)O)C1=CC=C(C=C1)OC (+/-)-trans-3-((2-(5-fluoro-1H-pyrrolo[2,3-b]pyridin-3-yl)-6-(4-methoxyphenyl)pyrimidin-4-yl)amino)bicyclo[2.2.2]octane-2-carboxylic acid